(S)-4-(5-(1-phenyl-2,3-dihydro-1H-benzo[d]pyrrolo[1,2-a]imidazol-7-yl)pyrimidin-2-yl)morpholine C1(=CC=CC=C1)[C@@H]1CCC=2N1C1=C(N2)C=CC(=C1)C=1C=NC(=NC1)N1CCOCC1